6-bromo-2-cyclopropyl-4H-pyrrolo[3,2-d]thiazole-5-carboxylic acid BrC1=C(NC2=C1N=C(S2)C2CC2)C(=O)O